(4R,5R,7R,8R)-7-(hydroxymethyl)-5-(4-methyl-7H-pyrrolo[2,3-d]pyrimidin-7-yl)-1,6-dioxaspiro[3.4]octane-8-ol OC[C@H]1O[C@H]([C@@]2(CCO2)[C@@H]1O)N1C=CC2=C1N=CN=C2C